NC(CC1=CC=CC=C1)(N)N triaminobenzylmethane